FC(CN(C=1C=C(C=C(C1)F)C#CC(C#N)(C)C)C1=NC2=C(C=3C=NC=C(C13)F)N(N=N2)C)F 4-(3-((2,2-difluoroethyl)(6-fluoro-1-methyl-1H-[1,2,3]triazolo[4,5-c][2,6]naphthyridin-5-yl)amino)-5-fluorophenyl)-2,2-dimethylbut-3-ynenitrile